5-(4-chloro-3-methoxyphenyl)-[1,2,4]triazolo[1,5-a]pyridine ClC1=C(C=C(C=C1)C1=CC=CC=2N1N=CN2)OC